[Al].C1(=CC=CC2=CC=CC=C12)C(=O)O (1-naphthoic acid) aluminum